iodine phenethylamine C(CC1=CC=CC=C1)N.[I]